FC(C1=CC=C(C=C1)/C=C/C(=O)N[C@H](C)C(=O)O)(F)F (E)-(3-(p-trifluoromethylphenyl)acryloyl)-D-alanine